C(#N)C1=C(C=CC=C1)SC=1C=2N(C=C(C1)C=1C=NN(C1F)[C@@H]1CNCCC1)N=CC2C#N (S)-4-((2-cyanophenyl)thio)-6-(5-fluoro-1-(piperidin-3-yl)-1H-pyrazol-4-yl)pyrazolo[1,5-a]pyridine-3-carbonitrile